C1(CCC1)N1CCC(CC1)N1C(N(C2=C1C=CC(=C2)F)CC2=NC=C(C=C2)C=2OC(=NN2)C(F)F)=O 1-(1-cyclobutylpiperidine-4-yl)-3-((5-(5-(difluoromethyl)-1,3,4-oxadiazole-2-yl)pyridine-2-yl)methyl)-5-fluoro-1,3-dihydro-2H-benzo[d]imidazole-2-one